1,4-Diazabicyclo[3.2.2]nonane N12CCNC(CC1)CC2